C(=O)(O)C(C)SOC(O)=S ((1-carboxyethyl)thio)thiocarbonic acid